COC=1C=C(C=CC1OC)C=1NC2=CC=C(C=C2C1C(C)C)C(=O)N1CC2C(C1)CN(C2)C(CN2CC(CCC2)C(=O)N(CC)CC)=O 1-(2-{5-[2-(3,4-dimethoxyphenyl)-3-(propan-2-yl)-1H-indole-5-carbonyl]-octahydropyrrolo[3,4-c]pyrrol-2-yl}-2-oxoethyl)-N,N-diethylpiperidine-3-carboxamide